OC[C@@H](O)COP(=O)(O)OCCN sn-glycero-3-phospho-ethanolamine